C([O-])([O-])=O.[Tl+].[Tl+] thallium(i) carbonate